N-(2,3-difluoro-4-(2-(((3S,5S)-5-fluoropiperidin-3-yl)amino)-8-methyl-7-oxo-7,8-dihydropyrido[2,3-d]pyrimidin-6-yl)phenyl)-1-phenylmethanesulfonamide FC1=C(C=CC(=C1F)C1=CC2=C(N=C(N=C2)N[C@@H]2CNC[C@H](C2)F)N(C1=O)C)NS(=O)(=O)CC1=CC=CC=C1